2-chloro-5-(ethyl-(tetrahydro-2H-pyran-4-yl)amino)-6-methyl-3-(1-methyl-2-oxo-2',3',5',6'-tetrahydrospiro[indoline-3,4'-pyran]-6-yl)benzoic acid ClC1=C(C(=O)O)C(=C(C=C1C1=CC=C2C(=C1)N(C(C21CCOCC1)=O)C)N(C1CCOCC1)CC)C